ClC=1N=C(C2=C(N1)N(CC2)C2=CC(=CC(=C2)F)Cl)NC 2-chloro-7-(3-chloro-5-fluoro-phenyl)-N-methyl-5,6-dihydropyrrolo[2,3-d]Pyrimidin-4-amine